N-(4-pyridinylmethyl)-N'-(2-pyridinylmethyl)-N-(5,6,7,8-tetrahydro-8-quinolinyl)-1,4-benzenedimethanamine N1=CC=C(C=C1)CN(CC1=CC=C(C=C1)CNCC1=NC=CC=C1)C1CCCC=2C=CC=NC12